para-vinyl-pyridine C(=C)C1=CC=NC=C1